N-(2-((2R,3S)-1,2-diethylpiperidin-3-yl)thieno[2,3-b]pyridin-4-yl)benzo[d]thiazol-5-amine C(C)N1[C@@H]([C@H](CCC1)C1=CC=2C(=NC=CC2NC=2C=CC3=C(N=CS3)C2)S1)CC